tert-butyl 4-(4-((tert-butoxycarbonyl)amino)-2-(3-(trifluoromethyl)phenyl)-butyl)piperidine-1-carboxylate C(C)(C)(C)OC(=O)NCCC(CC1CCN(CC1)C(=O)OC(C)(C)C)C1=CC(=CC=C1)C(F)(F)F